ClC=1N(N=C2C1N=NN(C2=O)[C@H]2CC(OCC2)(C)C)CC2=C(C=CC=C2)F |r| rac-(R)-7-chloro-3-(2,2-dimethyltetrahydro-2H-pyran-4-yl)-6-(2-fluorobenzyl)-3,6-dihydro-4H-pyrazolo[4,3-d][1,2,3]triazin-4-one